CC=1C(=CC2=C(N=CN=C2)N1)C(=O)[O-] 7-methylpyrido[2,3-d]pyrimidine-6-carboxylate